C(C)C=1C(=C(C(=O)Cl)C=C(C1OCC1=CC=CC=C1)C)OCC1=CC=CC=C1 ethyl-2,4-bis(benzyloxy)-5-methylbenzoyl chloride